C(#N)C(C(=O)OCCCCCCCC)=C n-octyl α-cyanoacrylate